N2-((1R,3S)-3-aminocyclopentyl)-N4-methylpyrimidine-2,4-diamine N[C@@H]1C[C@@H](CC1)NC1=NC=CC(=N1)NC